tert-Butyl(1-methyl-2-oxo-3-(prop-2-yn-1-yl)pyrrolidin-3-yl)carbamate C(C)(C)(C)OC(NC1(C(N(CC1)C)=O)CC#C)=O